COC1=CC=C(C=C1)C(C=C)(O)C1=CC=C(C=C1)OC 1,1-bis(4-methoxyphenyl)-2-propen-1-ol